sucrose OC[C@H]1O[C@@](CO)(O[C@H]2O[C@H](CO)[C@@H](O)[C@H](O)[C@H]2O)[C@@H](O)[C@@H]1O